acetic acid Methyl-{[1-(4-chloro-2-fluorophenyl)-5-(2,4-difluorophenyl)-1H-1,2,4-triazole-3-yl]oxy}acetate COC(COC1=NN(C(=N1)C1=C(C=C(C=C1)F)F)C1=C(C=C(C=C1)Cl)F)=O.C(C)(=O)O